C(C1=CC=CC=C1)N1N=CC(=C1)C1=NC=CC(=N1)NC=1N=CC2=C(C=CC(=C2C1)C(C)C)N1[C@@H]([C@H](C1)CS(=O)(=O)C)C N-(2-(1-benzyl-1H-pyrazol-4-yl)pyrimidin-4-yl)-5-isopropyl-8-((2R,3S)-2-methyl-3-((methylsulfonyl)methyl)azetidin-1-yl)isoquinolin-3-amine